C1(=CC(=C2C=CC3=C(C=C(C4=CC=C1C2=C34)C3=CC=C(C(=O)O)C=C3)C3=CC=C(C(=O)O)C=C3)C3=CC=C(C(=O)O)C=C3)C3=CC=C(C(=O)O)C=C3 4,4',4'',4'''-(Pyrene-1,3,6,8-tetrayl)tetrabenzoic acid